1-(2-(bicyclo[2.2.1]hept-2-ylsulfonyl)-2-azaspiro[3.3]hept-6-yl)-3-(4-methoxybenzyl)urea C12C(CC(CC1)C2)S(=O)(=O)N2CC1(C2)CC(C1)NC(=O)NCC1=CC=C(C=C1)OC